1-(6-chloro-4-(4-fluorophenyl)pyridine-2-yl)piperazine methyl-2-carboxyl-6-naphthoate COC(=O)C=1C=C2C=CC(=CC2=CC1)C(=O)O.ClC1=CC(=CC(=N1)N1CCNCC1)C1=CC=C(C=C1)F